Cobalt (III) tris(2,4-pentanedione) CC(CC(C)=O)=O.CC(CC(C)=O)=O.CC(CC(C)=O)=O.[Co+3]